IC1=NN(C2=C1CN(CC2)C(=O)OC(C)(C)C)C2CCC1(OCCO1)CC2 tert-butyl 3-iodo-1-(1,4-dioxaspiro[4.5]dec-8-yl)-1,4,6,7-tetrahydro-5H-pyrazolo[4,3-c]pyridine-5-carboxylate